CC1=NOC2=NC(=NC(=C21)N2CC1=C(CC2)N(N=C1C)CC12CCC(CC1)(CC2)N2CCOCC2)C 3,6-dimethyl-4-(3-methyl-1-((4-morpholinylbicyclo[2.2.2]oct-1-yl)methyl)-6,7-dihydro-1H-pyrazolo[4,3-c]pyridin-5(4H)-yl)isoxazolo[5,4-d]pyrimidine